(BENZOFURANYL-1H-IMIDAZOL-4-YL)(3,4,5-TRIMETHOXYPHENYL)METHANONE O1C(=CC2=C1C=CC=C2)N2C=NC(=C2)C(=O)C2=CC(=C(C(=C2)OC)OC)OC